FC(CC1=NC=CC=C1)(F)F 2-(2,2,2-trifluoroethyl)pyridine